ClC1=CC=C(C=C1)C1=NN(C[C@@H]1C1=CC=CC=C1)\C(\N(CCS(N)(=O)=O)C)=N/S(=O)(=O)C1=CC=C(C=C1)Cl (S,Z)-3-(4-chlorophenyl)-N'-((4-chlorophenyl)sulfonyl)-N-methyl-4-phenyl-N-(2-sulfamoylethyl)-4,5-dihydro-1H-pyrazole-1-carboximidamide